N(=[N+]=[N-])C1C(N(C=2N(CC1)N=C(C2)C2CC2)CC2=C(C=C(C=C2)OC)OC)=O 6-azido-2-cyclopropyl-4-[(2,4-dimethoxyphenyl)methyl]-7,8-dihydro-6H-pyrazolo[1,5-a][1,3]diazepin-5-one